2-{3-[(1-ethyl-5-methoxy-1H-pyrazol-4-yl)amino]-1-methyl-1H-indazol-6-yl}propan-2-ol C(C)N1N=CC(=C1OC)NC1=NN(C2=CC(=CC=C12)C(C)(C)O)C